C(C)N1C(C2=C3C(C(=CC=C13)NS(=O)(=O)C1=CC=C(C=C1)[N+](=O)[O-])=CC=C2)=O N-(1-ethyl-2-oxo-1,2-dihydrobenzo[cd]indol-6-yl)-4-nitrobenzenesulfonamide